C(C)(=O)O[C@@H]1N(CC(C1)=O)C(=O)OC(C)(C)C (S)-tert-butyl 2-acetoxy-4-oxopyrrolidine-1-carboxylate